tert-butyl ((2S)-1-(3-(4-((3-fluoro-5-(1-(tetrahydro-2H-pyran-2-yl)-1H-pyrazol-5-yl)pyridin-2-yl)oxy)phenyl)-1,2,4-oxadiazol-5-yl)-3-hydroxypropan-2-yl)carbamate FC=1C(=NC=C(C1)C1=CC=NN1C1OCCCC1)OC1=CC=C(C=C1)C1=NOC(=N1)C[C@@H](CO)NC(OC(C)(C)C)=O